C(C(C)C)(=O)N1CC2=CC=C(C=C2C1)SCCC(=O)OCC(CCCC)CC 2-Ethylhexyl 3-((2-isobutyrylisoindolin-5-yl)thio)propanoate